2,5-dimethylpyrazinium CC1=[NH+]C=C(N=C1)C